N-(4-fluoro-5-(1,2,3,6-tetrahydropyridin-4-yl)-2-((3S,5R)-3,4,5-trimethylpiperazin-1-yl)phenyl)-6-oxo-4-(trifluoromethyl)-1,6-dihydropyridine-3-carboxamide FC1=CC(=C(C=C1C=1CCNCC1)NC(=O)C1=CNC(C=C1C(F)(F)F)=O)N1C[C@@H](N([C@@H](C1)C)C)C